2-(4-((1-acetyl-3-oxoindolin-2-ylidene)methyl)-phenoxy)acetamide C(C)(=O)N1C(C(C2=CC=CC=C12)=O)=CC1=CC=C(OCC(=O)N)C=C1